COC1=C(C=C2C(=CC=NC2=C1)N1CCC(CC1)C(CNS(=O)(=O)NC(O)=O)C)OCCOC (N-(2-(1-(7-methoxy-6-(2-methoxyethoxy)quinolin-4-yl)piperidin-4-yl)propyl)sulfamoyl)carbamic acid